C1=CC=C2C(=C1)C(=CN2)C3=C(NC(=C3C4=CNC5=CC=CC=C54)C(=O)[O-])C(=O)[O-] The molecule is a dicarboxylic acid dianion obtained by deprotonation of both carboxy groups of chromopyrrolic acid; major microspecies at pH 7.3. It is a conjugate base of a chromopyrrolic acid.